(R)-2-methyl-(1,4-oxazepan-4-yl)pyrazolo[1,5-a]pyrimidine CC1=NN2C(N=CC=C2)=C1N1CCOCCC1